BrC1C=C(CCl)C=CN1O 2-bromo-N-hydroxyl-isonicotinyl chloride